C(=O)O.FC=1C=C(C=CC1C(N([C@H]1CNCCC1)C1=NC=CC2=CC=CC(=C12)C)=O)N1N=NC=2C1=NC(=CC2)C(=O)N (R)-3-(3-fluoro-4-((8-methylisoquinolin-1-yl)(piperidin-3-yl)carbamoyl)phenyl)-3H-[1,2,3]triazolo[4,5-b]pyridine-5-carboxamide formate salt